3-fluoro-2-[trans-3-({5-[3-(methoxymethoxy)isoxazol-5-yl]pyridin-2-yl}oxy)cyclobutyl]-5-(trifluoromethyl)pyridine FC=1C(=NC=C(C1)C(F)(F)F)[C@@H]1C[C@H](C1)OC1=NC=C(C=C1)C1=CC(=NO1)OCOC